(S)-2'-chloro-6'-(6-chloro-5-fluoro-1H-1,3-benzodiazol-2-yl)-4-{[(4-chlorophenyl)(cyclopropyl)methyl]carbamoyl}-[1,1'-biphenyl]-2-carboxylic acid ClC1=C(C(=CC=C1)C1=NC2=C(N1)C=C(C(=C2)F)Cl)C=2C(=CC(=CC2)C(N[C@@H](C2CC2)C2=CC=C(C=C2)Cl)=O)C(=O)O